ClC1=CC=C(C(=N1)C=1OC=NN1)NC(C)C=1C=2C3=C(N(C(C2C=C(C1)C)=O)C)N(N=C3)CCO 9-(1-((6-chloro-2-(1,3,4-oxadiazol-2-yl)pyridin-3-yl)amino)ethyl)-3-(2-hydroxyethyl)-4,7-dimethyl-3,4-dihydro-5H-pyrazolo[3,4-c]isoquinolin-5-one